C(C)OC(=O)N1C2CC(CC1CC2)N2C[C@H]1C([C@H]1C2)CN(CC)C(C)=O 3-[(1r,5s,6r)-6-{[acetyl-(ethyl)amino]methyl}-3-azabicyclo[3.1.0]hex-3-yl]-8-azabicyclo[3.2.1]octane-8-carboxylic acid ethyl ester